COC(=O)C=1C=2C=CN(C2C=CC1Cl)S(=O)(=O)C1=CC=C(C)C=C1 5-Chloro-1-p-toluenesulfonyl-1H-indole-4-carboxylic acid methyl ester